C1=CC=CC=2C3=CC=CC=C3C(C12)COC(NCCC[C@@H]1[C@@H](OC(C2=CC=CC=C2)=O)[C@@H](O)[C@H](OC(C2=CC=CC=C2)=O)[C@H](O1)CO)=O (9H-fluoren-9-yl)methyl-(3-(2,4-di-O-benzoyl-α-D-mannopyranosyl) propyl)carbamate